Cl.N[C@@H](CCCCN)C(=O)O L-lysine-Hcl